(3R,11R)-6-fluoro-3,11-dimethyl-10-oxa-2,13,17,21,22-pentaazapentacyclo[13.5.2.18,11.04,9.018,22]tricosa-1(21),4,6,8,15,17,19-heptaen-14-one FC=1C=C2[C@H](NC=3C=CC4=NC=C(C(NC[C@@]5(OC2=C(C1)C5)C)=O)N4N3)C